P(=O)(O)OP(=O)(O)OP(=O)O.P(O)(O)=O phosphonic acid Triphosphonate